(2,6-dioxo-1,2,3,6-tetrahydropyrimidine-4-carbonyl)-N-(furan-2-ylmethyl)piperazine-2-carboxamide O=C1NC(C=C(N1)C(=O)N1C(CNCC1)C(=O)NCC=1OC=CC1)=O